tert-butyl N-[5-[[2-[(2S,5R)-4,4-difluoro-2-(1H-indazol-5-yl)-5-methyl-1-piperidyl]-2-oxo-acetyl]amino]-3-ethyl-2-pyridyl]carbamate FC1(C[C@H](N(C[C@H]1C)C(C(=O)NC=1C=C(C(=NC1)NC(OC(C)(C)C)=O)CC)=O)C=1C=C2C=NNC2=CC1)F